3-isopropyl-2-(8-methoxy-[1,2,4]triazolo[1,5-a]pyridin-6-yl)-1H-indole-5-carboxylic acid methyl ester COC(=O)C=1C=C2C(=C(NC2=CC1)C=1C=C(C=2N(C1)N=CN2)OC)C(C)C